OC=1C=C2C\C(\C(C2=CC1)=O)=C/C1=CC(=C(C=C1)OC)C(F)(F)F (E)-5-hydroxy-2-(4-methoxy-3-(trifluoromethyl)benzylidene)-2,3-dihydro-1H-inden-1-one